OC1=CC=C(C=C1)C1=CC=C(C=C1)O 4,4'-dihydroxy-[1,1'-biphenyl]